C(#C)C1=NNC2=CC=C(C=C12)C=1N=NNC1 3-ethynyl-5-(1H-1,2,3-triazol-4-yl)-1H-indazole